ClC1=C(C(=C(C=C1OC)OC)Cl)C1=NC(=C2C=C(N=CC2=C1)N[C@H]1[C@H](COC1)NC(C=C)=O)N1CCCC1 N-((3R,4S)-4-((7-(2,6-dichloro-3,5-dimethoxyphenyl)-5-(pyrrolidin-1-yl)-2,6-naphthyridin-3-yl)amino)tetrahydrofuran-3-yl)acrylamide